CC([C@@H](C(=O)O)N1C([C@]2(CC1)CN(CC2)C(=O)C2[N@@](C2)C(C2=CC=CC=C2)(C2=CC=CC=C2)C2=CC=CC=C2)=O)C (S)-3-methyl-2-((R)-1-oxo-7-((R)-1-trityl-aziridine-2-carbonyl)-2,7-diazaspiro[4.4]non-2-yl)butanoic acid